ClC1=C(C(=NC=C1)CO)C (4-Chloro-3-methyl-2-pyridyl)methanol